(+/-)-(1S,3S)-3-(4-(5-((3-benzyl-2-carbonyl-2,3-dihydro-1H-imidazol-1-yl)methyl)-1-methyl-1H-1,2,3-triazol-4-yl)phenoxy)cyclohexane-1-carboxylic acid C(C1=CC=CC=C1)N1C(N(C=C1)CC1=C(N=NN1C)C1=CC=C(O[C@@H]2C[C@H](CCC2)C(=O)O)C=C1)=C=O |r|